COC=1C=C(CBr)C=C(C1C(C)C)OC 3,5-dimethoxy-4-isopropyl-benzyl bromide